3-(3,5-difluoro-4-methylphenoxy)cyclobutan-1-amine FC=1C=C(OC2CC(C2)N)C=C(C1C)F